COC=1C(=C(C(=O)O)C=C(C1OC)OC)CCC(CC)=O 3,4,5-trimethoxy-2-(3-oxopentyl)benzoic acid